C(=O)(O)C1=C(C=C(C=C1)C1=CC=C(C=C1)F)N1C(C2=CC=C(C=C2C1=O)C(=O)O)=O 2-(4-Carboxy-4'-fluorobiphenyl-3-yl)-1,3-dioxo-2,3-dihydro-1H-isoindole-5-carboxylic acid